N-(bicyclo[1.1.1]pent-1-yl)(R)-2-(2,4-dibromo-5-methoxyphenylsulfonylamino)-6,6,6-trifluorohexanamide C12(CC(C1)C2)NC([C@@H](CCCC(F)(F)F)NS(=O)(=O)C2=C(C=C(C(=C2)OC)Br)Br)=O